3-((3aS*,7aS*)-1-(tert-butoxycarbonyl)-3,3-difluoro-7-oxohexahydro-1H-pyrrolo[2,3-c]pyridin-6(2H)-yl)-2,2-dimethylpropanoic acid C(C)(C)(C)OC(=O)N1CC([C@@H]2[C@H]1C(N(CC2)CC(C(=O)O)(C)C)=O)(F)F |o1:10,11|